ethyl 2-[2-(3,4-difluorophenyl)hydrazinylidene]-3-(hydroxyimino)propanoate FC=1C=C(C=CC1F)NN=C(C(=O)OCC)C=NO